N-(2-chloro-4-(trifluoromethyl)phenyl)-1-(5-(piperidin-4-yl)-5,6-dihydropyrrolo[3,4-c]pyrazol-2(4H)-yl)cyclobutane-1-carboxamide ClC1=C(C=CC(=C1)C(F)(F)F)NC(=O)C1(CCC1)N1N=C2C(=C1)CN(C2)C2CCNCC2